1-[(4-bromobenzyl)oxy]-2-(2-methoxyethoxy)-4-nitrobenzene BrC1=CC=C(COC2=C(C=C(C=C2)[N+](=O)[O-])OCCOC)C=C1